ClC=1C=C(C=C(C1)Cl)NC(NC1=C(C(=O)NCCN)C=CC(=C1)OC)=O 2-[3-(3,5-dichlorophenyl)ureido]-4-methoxy-N-(2-amino-ethyl)benzamide